C(#N)CCCCC(CC(CCC1=CC=C(C=C1)F)C1=C(CC2(OCCO2)CC1)C(=O)[O-])(F)F 8-(9-cyano-5,5-difluoro-1-(4-fluorophenyl)nonan-3-yl)-1,4-dioxaspiro[4.5]dec-7-ene-7-carboxylate